benzyl 3,9-diazaspiro[5.5]undecane-3-carboxylate hydrochloride Cl.C1CN(CCC12CCNCC2)C(=O)OCC2=CC=CC=C2